FC(OC1=C(C=CC(=C1)N1CCC(CC1)N1CCN(CC1)C)NC1=NC=C(C(=N1)NC1=C(SC=C1)C(=O)N)C(F)(F)F)F 3-((2-((2-(difluoromethoxy)-4-(4-(4-methylpiperazin-1-yl)piperidin-1-yl)phenyl)amino)-5-(trifluoromethyl)pyrimidin-4-yl)amino)thiophene-2-carboxamide